2-(2-nitro-1H-imidazol-1-yl)acetic acid [N+](=O)([O-])C=1N(C=CN1)CC(=O)O